4-METHYLPYRIMIDINE-5-CARBOXYLIC ACID CC1=NC=NC=C1C(=O)O